4-amino-3-chloro-6-(4-chloro-2-fluoro-3-methoxyphenyl)-5-fluoropyridine-2-carboxylic acid NC1=C(C(=NC(=C1F)C1=C(C(=C(C=C1)Cl)OC)F)C(=O)O)Cl